NC[C@H]1[C@@H]([C@@H]2CN(CCCCN12)C(=O)NC1=CC=C(C=C1)OC)C1=CC=C(C=C1)C#CC1=CC=CC=C1 (8R,9S,10R)-10-(aminomethyl)-N-(4-methoxyphenyl)-9-[4-(2-phenylethynyl)phenyl]-1,6-diazabicyclo[6.2.0]decane-6-carboxamide